C1=C(C=CC=2SC3=CC(=CC=C3NC12)N)N R-phenothiazine-2,7-diamine